COC(=O)C1CC2=C(C(=C3C=C(N=CC3=C2)C2CC2)I)CC1 3-cyclopropyl-5-iodo-6,7,8,9-tetrahydrobenzo[g]Isoquinoline-8-carboxylic acid methyl ester